C(CCC#C)N1CCN(CC1)C=O (4-(pent-4-yn-1-yl)piperazin-1-yl)methanone